(4-fluoropiperidin-4-yl)nicotinonitrile trifluoroacetate FC(C(=O)O)(F)F.FC1(CCNCC1)C1=C(C#N)C=CC=N1